4-(4-(dimethylamino)cyclohexyl)phenol CN(C1CCC(CC1)C1=CC=C(C=C1)O)C